tertiary butylhydroxyanisole C(C)(C)(C)C=1C(=C(C=CC1)OC)O